(R)-1-(3-(3-(5-aminoisoxazol-3-yl)-5-chlorophenyl)morpholino)prop-2-en NC1=CC(=NO1)C=1C=C(C=C(C1)Cl)[C@@H]1COCCN1CC=C